FC=1C(=NC(=NC1)N[C@@H]1CC[C@H](CC1)NC(C)=O)C1=CC(=CC=C1)N1CCOCC1 trans-N-(4-((5-fluoro-4-(3-morpholinophenyl)pyrimidin-2-yl)amino)cyclohexyl)acetamide